5α-pregnane-3α-ol-20-one CC(=O)[C@H]1CC[C@@H]2[C@@]1(CC[C@H]3[C@H]2CC[C@@H]4[C@@]3(CC[C@H](C4)O)C)C